tert-butyl N-[1-[4-(3-chloro-2-fluoro-phenoxy)pyrido[3,2-d]pyrimidin-6-yl]azetidin-3-yl]carbamate ClC=1C(=C(OC=2C3=C(N=CN2)C=CC(=N3)N3CC(C3)NC(OC(C)(C)C)=O)C=CC1)F